ClC1=C(C(=NN1C(C)C)C(F)F)C=CC 5-chloro-3-(difluoromethyl)-1-isopropyl-4-(prop-1-en-1-yl)-1H-pyrazole